FC1(C(C(C(C(C1(F)F)(F)F)(F)F)(F)F)(F)F)C(C(F)(F)F)(C(F)(F)F)C(F)(F)F perfluoro-tert-butyl-cyclohexane